N-pyridin-4-yl-D-alaninamide N1=CC=C(C=C1)NC([C@H](N)C)=O